trimethoxy-3-methylpropyl-silane Tert-butyl-(1-(2-formyl-6-methoxy-5-(3-methoxypropoxy)pyridin-3-yl)-3-methylbutan-2-yl)carbamate C(C)(C)(C)N(C(O)=O)C(CC=1C(=NC(=C(C1)OCCCOC)OC)C=O)C(C)C.CO[Si](CCCC)(OC)OC